[Na+].C(CCCCCCCCCCCCCCCC)C(CCCCCCC=COC1=CC=C(C=C1)S(=O)(=O)[O-])F 4-[(heptadecyl-fluorononenyl)oxy]benzenesulfonic acid sodium salt